2-methoxy-4-methyl-phenol COC1=C(C=CC(=C1)C)O